4-chloro-6-[(2R)-2-methylpyrrolidin-1-yl]-2,3-dihydro-1H-pyrrolo[3,4-c]pyridin-1-one ClC1=NC(=CC2=C1CNC2=O)N2[C@@H](CCC2)C